sodium dimethylphenylsilanol C[Si](O)(C1=CC=CC=C1)C.[Na]